bis(2-methoxyethyl)azodicarbonic acid COCCOC(ON=NOC(OCCOC)=O)=O